COC1=CC=C(CN(S(=O)(=O)C=2C=C(C=CC2)C(C(=O)OC)(C)C)CC2=CC=C(C=C2)OC)C=C1 methyl 2-(3-(N,N-bis(4-methoxybenzyl) sulfamoyl) phenyl)-2-methylpropionate